N1CCC12CN(CC2)C2=CC=C(N=N2)C2=NC=C(C=C2O)C=2C=CC=1N(C2)C=C(N1)C 2-[6-(1,6-diazaspiro[3.4]octan-6-yl)pyridazin-3-yl]-5-(2-methylimidazo[1,2-a]pyridin-6-yl)pyridin-3-ol